FC1=CC=C(OC=2N=CC(=NC2)NC(C(C)N2CC(N(CC2)C(=O)C2=CC(=[N+](C=C2)[O-])CO)(C)C)=O)C=C1 4-(4-(1-(5-(4-fluorophenoxy)pyrazin-2-ylamino)-1-oxopropan-2-yl)-2,2-dimethylpiperazine-1-carbonyl)-2-(hydroxymethyl)pyridine 1-oxide